(S,E)-N-(4-chloro-1-(3,6-difluoropyridin-2-yl)butylidene)-2-methylpropanesulfinamide Cyclohexenoate C1(=CCCCC1)C(=O)O.ClCCC/C(/C1=NC(=CC=C1F)F)=N\[S@@](=O)CC(C)C